2-(3-chloro-2-trifluoromethyl-5-(methoxymethoxy)phenyl)-4,4,5,5-tetramethyl-1,3,2-dioxaborolane ClC=1C(=C(C=C(C1)OCOC)B1OC(C(O1)(C)C)(C)C)C(F)(F)F